C(C)(C)N1CCC=2C1=CN=C(C2)C2=NSC(=N2)N(C2=NC=CN=C2N)C N2-(3-(1-isopropyl-2,3-dihydro-1H-pyrrolo[2,3-c]pyridin-5-yl)-1,2,4-thiadiazol-5-yl)-N-methylpyrazine-2,3-diamine